C1(CCC1)C1=CC=CC(=N1)C1=CC(=C(C(=C1)F)N1CCC(CC1)CC(=O)O)F 2-[1-[4-(6-cyclobutyl-2-pyridyl)-2,6-difluoro-phenyl]-4-piperidyl]acetic acid